FC(OC1=NC=CC(=C1)N(C(=O)C=1C=C(C=CC1)N1N=C(C=2CCC[C@@H](C12)OC1=CC=C(C(=O)O)C=C1)C(F)(F)F)C)F 4-[[(S)-1-[3-[[2-(difluoromethoxy)-4-pyridyl]-methyl-carbamoyl]phenyl]-3-(trifluoromethyl)-4,5,6,7-tetrahydroindazol-7-yl]oxy]benzoic acid